4-(6-acetyl-2-(4-(2,4-difluorophenoxy)piperidin-1-yl)-5,6,7,8-tetrahydropyrido[3,4-b]pyrazin-3-yl)cyclohexan-1-one C(C)(=O)N1CC2=NC(=C(N=C2CC1)N1CCC(CC1)OC1=C(C=C(C=C1)F)F)C1CCC(CC1)=O